C[Si](OC1=CC2CCCC(C1)N2C(=O)OC(C)(C)C)(C)C tert-butyl 3-((trimethylsilyl) oxy)-9-azabicyclo[3.3.1]non-2-ene-9-carboxylate